5-[(3,4-dibromophenoxymethylthio)methyl]oxazole-2(3H)-thione BrC=1C=C(OCSCC2=CNC(O2)=S)C=CC1Br